C(#N)C1=CC(=C(COC2=CC=CC(=N2)C=2CC3C(CN(C3)CC3=NC4=C(N3C[C@H]3OCC3)C=C(C=C4)C(=O)OC)C2)C=C1)F Methyl 2-((5-(6-((4-cyano-2-fluorobenzyl)oxy)pyridin-2-yl)-3,3a,4,6a-tetrahydrocyclopenta[c]pyrrol-2(1H)-yl)methyl)-1-(((S)-oxetan-2-yl)methyl)-1H-benzo[d]imidazole-6-carboxylate